C(C)N1N=C(C(=C1C1=NNC(=N1)C=1N=C(N2C1C=NC(=C2)C)C(=O)N)O)C 1-[3-(2-Ethyl-4-hydroxy-5-methyl-pyrazol-3-yl)-1H-1,2,4-triazol-5-yl]-6-methyl-imidazo[1,5-a]pyrazine-3-carboxamide